2-naphthaleneglyoxylic acid C1=C(C=CC2=CC=CC=C12)C(C(=O)O)=O